C([O-])([O-])=O.[Cr+2] chromium(II) carbonate